CC1=C(C(=CC=C1)C)C1=NC(=NC(=C1)OCCNCC(C)C)NS(=O)(=O)C=1C=C(C(=O)O)C=CC1 3-[[4-(2,6-dimethylphenyl)-6-[2-(isobutylamino)ethoxy]pyrimidin-2-yl]sulfamoyl]benzoic acid